2-Methyl-N-(3-(2-(pyrrolidin-1-yl)propyl)-1,2,4-thiadiazol-5-yl)-5-(3-(trifluoromethyl)phenyl)thiophene-3-carboxamide CC=1SC(=CC1C(=O)NC1=NC(=NS1)CC(C)N1CCCC1)C1=CC(=CC=C1)C(F)(F)F